2-acetyl-3-methylamino-N-(m-tolyl)but-2-enethioamide C(C)(=O)C(C(NC=1C=C(C=CC1)C)=S)=C(C)NC